3-(((guanidino-4-thiazolyl)methyl)thio)alanine methyl ester COC([C@@H](N)CSCC=1N=C(SC1)NC(=N)N)=O